2-(2-chloro-4-(2-((1-(2,2-difluoro-ethyl)-4-fluoro-1H-benzo[d]-imidazol-2-yl)-amino)-2-oxo-ethyl)phenoxy)-nicotinamide ClC1=C(OC2=C(C(=O)N)C=CC=N2)C=CC(=C1)CC(=O)NC1=NC2=C(N1CC(F)F)C=CC=C2F